4-(2-(2-hydroxy-5-methylphenyl)-2-(2-thienyl)vinyl)pyridine OC1=C(C=C(C=C1)C)C(=CC1=CC=NC=C1)C=1SC=CC1